ClC1=CC=C(C(=N1)C=1C(=CC2=C(C=NOB2O)C1)F)N[C@@H](C)C=1C=C(C=C2C(C(=C(OC12)N1CCOCC1)C)=O)C 8-[(1S)-1-[[6-chloro-2-(7-fluoro-1-hydroxy-2,3,1-benzoxazaborinin-6-yl)-3-pyridyl]amino]ethyl]-3,6-dimethyl-2-morpholino-chromen-4-one